N1=CN=CC2=C1CC1(OC2)CCC2=CC=CC=C21 2,3,5',8'-tetrahydrospiro[indene-1,7'-pyrano[4,3-d]pyrimidine]